acetylthiobenzamide C(C)(=O)C1=C(C(=S)N)C=CC=C1